3-oxabicyclo[4.1.0]heptan-4-one C12COC(CC2C1)=O